8-(m-fluorophenyl)-5-(p-toluenesulfonyl)imidazo[1,2-a]pyrazine FC=1C=C(C=CC1)C=1C=2N(C(=CN1)S(=O)(=O)C1=CC=C(C)C=C1)C=CN2